Methyl 4-(4,4-diethoxy-1-methoxy-1-oxobutan-2-yl)benzoate C(C)OC(CC(C(=O)OC)C1=CC=C(C(=O)OC)C=C1)OCC